O=C1NC(CCC1N1C(C2=CC(=C(C=C2C1=O)N1CC(C1)NC(=O)NC1=CC=C(C=C1)N1CCC(CC1)OC1=NC(=CC(=N1)N1CCOCC1)N1N=C(C=C1)C=1C=C(C=CC1)C)F)=O)=O 1-(1-(2-(2,6-Dioxopiperidin-3-yl)-6-fluoro-1,3-dioxoisoindolin-5-yl)azetidin-3-yl)-3-(4-(4-((4-morpholino-6-(3-(m-tolyl)-1H-pyrazol-1-yl)pyrimidin-2-yl)oxy)piperidin-1-yl)phenyl)urea